2-((3-chloropyrazin-2-yl)oxy)-1-(4-(4-(5-(2,6-dichlorophenyl)-4,5-dihydroisoxazol-3-yl)thiazol-2-yl)piperidin-1-yl)ethan-1-one ClC=1C(=NC=CN1)OCC(=O)N1CCC(CC1)C=1SC=C(N1)C1=NOC(C1)C1=C(C=CC=C1Cl)Cl